C(C1=CC=CC=C1)OC(=O)N1CCN(CC1)CCC1CCN(CC1)C1=NC=C(C(=C1)C)[N+](=O)[O-] 4-[2-[1-(4-methyl-5-nitropyridin-2-yl)piperidin-4-yl]ethyl]piperazine-1-carboxylic acid benzyl ester